1-(2,5-dimethyl-2,3-dihydro-1H-inden-2-yl)ethan-1-ol tert-butyl-3-((2-carbamoyl-5-methyl-1H-pyrrol-1-yl)carbamoyl)pyrrolidine-1-carboxylate C(C)(C)(C)C1N(CCC1C(NN1C(=CC=C1C)C(N)=O)=O)C(=O)OC(C)C1(CC2=CC=C(C=C2C1)C)C